C(C)OC(=O)C1=C(N=C(S1)C=O)C 2-formyl-4-methyl-thiazole-5-carboxylic acid ethyl ester